FC=1C=C2C(=CC=NC2=CC1)C1CCC(CC1)C(C(=O)O)(C)C 2-((1s,4s)-4-(6-fluoroquinolin-4-yl)cyclohexyl)-2-methylpropanoic acid